FC1(CC(C1)(CC1=NN=CN1C)C=1C=C(C=CC1)N1C(C2=CC(=CC(=C2C1)C(F)F)CO)=O)F 2-(3-(3,3-difluoro-1-((4-methyl-4H-1,2,4-triazol-3-yl)methyl)cyclobutyl)-phenyl)-4-(difluoromethyl)-6-(hydroxymethyl)isoindolin-1-one